C1(CC1)S(=O)(=O)C1(CC1)CN1C(C2=C(CC1)C(=NN2C)C=2N=NN(C2)CC2CCC(CC2)(F)F)=O 6-((1-(cyclopropylsulfonyl)cyclopropyl)methyl)-3-(1-((4,4-difluorocyclohexyl)methyl)-1H-1,2,3-triazol-4-yl)-1-methyl-5,6-dihydro-1H-pyrazolo[3,4-c]Pyridin-7(4H)-one